N-(1-(2-fluoroethyl)-1H-pyrazol-4-yl)-5-iodopyrimidin-2-amine FCCN1N=CC(=C1)NC1=NC=C(C=N1)I